2-(2-cyclopropyl-4-(trifluoromethyl)phenyl)-7-fluoro-1,3,4,5-tetrahydro-2H-benzo[b]azepine C1(CC1)C1=C(C=CC(=C1)C(F)(F)F)C1CCCC2=C(N1)C=CC(=C2)F